CSC1=NC(=C2NC=NC2=N1)NC([C@@H](N)[C@H](O)C)=O 2-methylsulfanyl-N6-threonyl-adenine